4-(3,5-dimethylpiperidin-4-yl)-2-(2,6-dioxopiperidin-3-yl)-5-fluoroisoindoline-1,3-dione CC1CNCC(C1C1=C2C(N(C(C2=CC=C1F)=O)C1C(NC(CC1)=O)=O)=O)C